2-(2-hydroxyethylthio)-9,10-anthraquinone OCCSC1=CC=2C(C3=CC=CC=C3C(C2C=C1)=O)=O